[4-(1-Hydroxycyclohexanecarbonyl)phenyl] 4-[(E)-3-oxo-3-phenylprop-1-enyl]benzoate O=C(/C=C/C1=CC=C(C(=O)OC2=CC=C(C=C2)C(=O)C2(CCCCC2)O)C=C1)C1=CC=CC=C1